3-butene cis-carbonate C(O)(O)=O.CCC=C